FC1=CC=2CC3C(N4N(C3CO)C(CC4(C)C)=O)C2C=C1C 7-Fluoro-10-(hydroxymethyl)-3,3,6-trimethyl-2,3,4a,9,9a,10-hexahydro-1H-indeno[1,2-c]pyrazolo[1,2-a]pyrazol-1-one